CC=1C=C(C(=O)NC2CCC3=CC(=CC=C23)C2=CN=C(O2)C)C=CN1 2-methyl-N-(5-(2-methyloxazol-5-yl)-2,3-dihydro-1H-inden-1-yl)isonicotinamide